N-(4-(2,5-difluorophenyl)-6-(5,5-difluorotetrahydro-2H-pyran-2-yl)pyrimidin-5-yl)-3-methoxyisothiazole-5-carboxamide FC1=C(C=C(C=C1)F)C1=NC=NC(=C1NC(=O)C1=CC(=NS1)OC)C1OCC(CC1)(F)F